6-(4-fluorophenoxy)pyridazin-3-amine FC1=CC=C(OC2=CC=C(N=N2)N)C=C1